L-proline ammonium salt [NH4+].N1[C@@H](CCC1)C(=O)[O-]